(1R,2S)-1-((R)-5H-Imidazo[5,1-a]isoindol-5-yl)spiro[3.3]heptan-2-ol C=1N=CN2C1C1=CC=CC=C1[C@H]2[C@@H]2[C@H](CC21CCC1)O